3,4,5,6-tetrahydro-2H-benzo[b][1,5]oxazepine O1C=2C(CNCC1)CC=CC2